(2R,3R)-3-((3-(4-fluorophenyl)isoxazol-5-yl)-methoxy)-2-(2,4-difluorophenyl)-1-(1H-1,2,4-triazol-1-yl)butan-2-ol FC1=CC=C(C=C1)C1=NOC(=C1)CO[C@@H]([C@@](CN1N=CN=C1)(O)C1=C(C=C(C=C1)F)F)C